C1(=CC=CC=2C3=CC=CC=C3C3=CC=CC=C3C12)C=1C(=C(C=CC1)C1=CC=CC=C1)C1=NC=CC(=C1C1=CC=CC=C1)C1=CC=CC=C1 (triphenylenyl)(diphenylpyridinyl)biphenyl